3-[[6-(cyanomethoxy)-4-[2-[(2,6-dimethylpyrimidin-4-yl)amino]pyrazolo[1,5-a]pyridin-5-yl]-3-pyridyl]oxy]-2,2-dimethyl-propanenitrile C(#N)COC1=CC(=C(C=N1)OCC(C#N)(C)C)C1=CC=2N(C=C1)N=C(C2)NC2=NC(=NC(=C2)C)C